7-(tertiary butyl)-2-(2,4-dimethoxyphenyl)-5-hydroxy-4-(piperidin-1-ylmethyl-d2)benzofuran-3-carboxylic acid ethyl ester C(C)OC(=O)C1=C(OC2=C1C(=C(C=C2C(C)(C)C)O)C([2H])([2H])N2CCCCC2)C2=C(C=C(C=C2)OC)OC